N-(5-Chloropyrimidin-2-yl)-4-hydroxy-1,5-dimethyl-2-oxo-6,7-dihydro-5H-cyclopenta[b]pyridine-3-carboxamide ClC=1C=NC(=NC1)NC(=O)C1=C(C2=C(N(C1=O)C)CCC2C)O